ClC=1C(=CC(=NC1)N1[C@H]([C@@H](CC1)O)CO)N1C(C2=C(C=C1)N(N=C2)CC2=C(C=CC=C2)F)=O |o1:8,9| rel-5-(5-chloro-2-((2S,3R)-3-hydroxy-2-(hydroxymethyl)pyrrolidin-1-yl)pyridin-4-yl)-1-(2-fluorobenzyl)-1,5-dihydro-4H-pyrazolo[4,3-c]pyridin-4-one